ClC1=CC=C(OC2(CCCCCC2)C#CC=2C=C(C(=NC2)CC(=O)NCC(=O)O)O)C=C1 (5-((1-(4-chlorophenoxy)cycloheptyl)ethynyl)-3-hydroxypicolinyl-formyl)glycine